(2S,3S,4S,5R)-2,3,4,5-Tetrahydroxyhexanedioic acid O[C@H](C(=O)O)[C@H]([C@@H]([C@H](C(=O)O)O)O)O